4-Hydroxy-4-prop-2-ynyl-piperidine-1-carboxylic acid [4-methoxy-7-(1-methyl-1H-pyrazol-4-yl)-thiazolo[4,5-c]pyridin-2-yl]-amide COC1=NC=C(C2=C1N=C(S2)NC(=O)N2CCC(CC2)(CC#C)O)C=2C=NN(C2)C